N-p-fluorophenyl-heptanamide FC1=CC=C(C=C1)NC(CCCCCC)=O